2,3-dihydroxystyrene OC1=C(C=C)C=CC=C1O